The molecule is a 3-oxo-fatty acyl-CoA(4-) obtained by deprotonation of the phosphate and diphosphate OH groups of (9Z,12Z,15Z,18Z,21Z)-3-oxotetracosapentaenoyl-CoA. It is a conjugate base of a (9Z,12Z,15Z,18Z,21Z)-3-oxotetracosapentaenoyl-CoA. CC/C=C\\C/C=C\\C/C=C\\C/C=C\\C/C=C\\CCCCCC(=O)CC(=O)SCCNC(=O)CCNC(=O)[C@@H](C(C)(C)COP(=O)([O-])OP(=O)([O-])OC[C@@H]1[C@H]([C@H]([C@@H](O1)N2C=NC3=C(N=CN=C32)N)O)OP(=O)([O-])[O-])O